6-methoxyoctahydro-1H-4,7-methano-indene-1-carbaldehyde COC1CC2C3CCC(C3C1C2)C=O